IC1=NC2=CC=CC=C2C(N1)=O iodo-4(3H)-quinazolinone